CN1CCN(CC1)C1=CC=C(C=N1)C=1NC(NN1)=S 5-(6-(4-methylpiperazin-1-yl)pyridin-3-yl)-2,4-dihydro-3H-1,2,4-triazole-3-thione